BrC1=CC=C(C=C1)C1=CC2=C(N=C3N(C2=S)CCC3)O1 2-(4-bromophenyl)-7,8-dihydrofuro[2,3-D]pyrrolo[1,2-a]pyrimidine-4(6H)-thione